FC1=C(C(=CC(=C1)F)F)SCC ethyl (2,4,6-trifluorophenyl) sulfide